N-([1,1'-biphenyl]-4-yl)-3-(4,4,5,5-tetramethyl-1,3,2-dioxaborolan-2-yl)-[1,1'-biphenyl]-4-amine C1(=CC=C(C=C1)NC1=C(C=C(C=C1)C1=CC=CC=C1)B1OC(C(O1)(C)C)(C)C)C1=CC=CC=C1